6-(imidazo[1,2-a]pyridine-3-carbonyl)-N-(4-(oxetan-3-yloxy)-3-(trifluoromethyl)phenyl)-4,5,6,7-tetrahydrothieno[2,3-c]pyridine-3-carboxamide N=1C=C(N2C1C=CC=C2)C(=O)N2CC1=C(CC2)C(=CS1)C(=O)NC1=CC(=C(C=C1)OC1COC1)C(F)(F)F